ClC1=CC=C(C=C1)N1N=C(C2=C1SC(=C2)C(=O)O)C 1-(4-Chloro-phenyl)-3-methyl-1H-thieno[2,3-c]pyrazole-5-carboxylic acid